1-(2-(Methylthio)pyrimidin-5-yl)-1-oxo-5,8,11,14,17,20,23,26,29-nonaoxa-2-aza-31-hentriacontanoic acid CSC1=NC=C(C=N1)C(NCCOCCOCCOCCOCCOCCOCCOCCOCCOCC(=O)O)=O